C[C@H]1CC[C@@H](N(C1)C(C(=O)N)=O)C1=CC=C(C=C1)N1CCN(CC1)C 2-((2R,5S)-5-Methyl-2-(4-(4-methylpiperazin-1-yl)phenyl)piperidin-1-yl)-2-oxoacetamide